ClC=1C=CC(=C(C(=O)NCC)C1)C12CC(C1)(C2)C2CN(C2)C(=O)N2CC1(C2)CC(C1)C1=NN=C(N1)C1CC1 5-chloro-2-[3-[1-[6-(5-cyclopropyl-4H-1,2,4-triazol-3-yl)-2-azaspiro[3.3]heptane-2-carbonyl]azetidin-3-yl]-1-bicyclo[1.1.1]pentanyl]-N-ethyl-benzamide